5-[(5-cyano-4-(4-fluorophenyl)thiazol-2-yl)(methyl)amino-6-ethylimidazo[2,1-b][1,3,4]thiadiazol-2-yl]-2,7-diazaspiro[3.5]nonane-2-carboxamide C(#N)C1=C(N=C(S1)N(C)C1=C(N=C2SC(=NN21)C2C1(CN(C1)C(=O)N)CCNC2)CC)C2=CC=C(C=C2)F